(2-((1S,3R)-3-(methoxymethyl)cyclopentyl)quinolin-6-yl)methanol tert-butyl-4-[6-(2,7-dimethylindazol-5-yl)-4-oxothieno[3,2-d]pyrimidin-3-yl]piperidine-1-carboxylate C(C)(C)(C)C1N(CCC(C1)N1C=NC2=C(C1=O)SC(=C2)C2=CC1=CN(N=C1C(=C2)C)C)C(=O)OCC=2C=C1C=CC(=NC1=CC2)[C@@H]2C[C@@H](CC2)COC